OC1=CC=C(C=C1)C(C=CC=1C=NC=CC1)=O 1-(4-hydroxyphenyl)-3-(pyridin-3-yl)prop-2-en-1-one